(Z)-(1-Chloro-7-methyl-3,6-octadienen-3-yl)methyl phenyl sulfone C1(=CC=CC=C1)S(=O)(=O)CC(\C=C/Cl)=CCC=C(C)C